(R)-4-fluoro-N-{1-[2-hydroxycarbamoyl-1-(3'-hydroxymethyl-biphenyl-4-ylmethyl)-ethyl]-1H-[1,2,3]triazol-4-ylmethyl}-benzamide FC1=CC=C(C(=O)NCC=2N=NN(C2)[C@@H](CC(NO)=O)CC2=CC=C(C=C2)C2=CC(=CC=C2)CO)C=C1